C(C)OC(=O)C1CCN(CC1)C1=NC=C(C=C1Cl)C(NC=1SC(=C(N1)C=1SC=C(C1)Cl)N1CCN(CC1)C1CCCCC1)=O 1-(3-chloro-5-((4-(4-chlorothien-2-yl)-5-(4-cyclohexylpiperazin-1-yl)-1,3-thiazol-2-yl)carbamoyl)pyridin-2-yl)piperidine-4-carboxylic acid ethyl ester